ClC1=C(C(=O)NC2CC2)C=C(C=C1)C=1C=NN(C1)C=1N(N=C(C1C(F)(F)F)OC(=C(C(F)(F)F)F)F)C 2-chloro-N-cyclopropyl-5-[1-[2-methyl-5-[(E or Z)-1,2,3,3,3-pentafluoroprop-1-enyloxy]-4-(trifluoromethyl)pyrazol-3-yl]pyrazol-4-yl]benzamide